C(C)(C)(C)C1=C(N=CS1)C 5-tert-butyl-4-methyl-thiazol